CC1=NC(=CC(=C1)C=1NC2=CC=C(C=C2C1C(C)C)C1CCN(CC1)CCO)C 2-(4-(2-(2,6-dimethylpyridin-4-yl)-3-isopropyl-1H-indol-5-yl)piperidin-1-yl)ethan-1-ol